C1(CC1)[C@H](C(C)(C)O)N1C(C2=C(C=CC=C2C1)\C=C\C1=C2C(=NC=C1C)OCO2)=O |o1:3| (R or S)-(E)-2-(1-Cyclopropyl-2-hydroxy-2-methylpropyl)-7-(2-(6-methyl-[1,3]dioxolo[4,5-b]pyridin-7-yl)vinyl)isoindolin-1-one